4'-{[(1S,2R,5R)-3-{[4-(propan-2-yl)phenyl]carbamoyl}-3-azabicyclo[3.1.0]hexane-2-carbonyl]amino}[1,1'-biphenyl]-4-carboxylic acid CC(C)C1=CC=C(C=C1)NC(=O)N1[C@H]([C@H]2C[C@H]2C1)C(=O)NC1=CC=C(C=C1)C1=CC=C(C=C1)C(=O)O